FC1=C(C(=CC=C1)C)N1CCC(CC1)N1C(NC2=C(C1)N=C(O2)C)=O 6-[1-(2-Fluoro-6-methyl-phenyl)-piperidin-4-yl]-2-methyl-6,7-dihydro-4H-oxazolo[5,4-d]pyrimidin-5-one